8-{N-[(6Z)-2-[(4Z)-dec-4-en-1-yl]dodec-6-en-1-yl]-5-(dimethylamino)pentanamido}octadecenoic acid decyl ester C(CCCCCCCCC)OC(C=CCCCCC(CCCCCCCCCC)N(C(CCCCN(C)C)=O)CC(CCC\C=C/CCCCC)CCC\C=C/CCCCC)=O